copper-copper(II) [Cu+2].[Cu+2]